((1-(3,5-difluorophenyl)-4-hydroxybutyl)carbamoyl)-4-hydroxypiperidine-1-carboxylic acid tert-butyl ester C(C)(C)(C)OC(=O)N1C(CC(CC1)O)C(NC(CCCO)C1=CC(=CC(=C1)F)F)=O